di-fluoroindanol FC1C(C2=CC=CC=C2C1)(O)F